2-(4-(4-methoxyphenyl)butyl)-2H-tetrazole COC1=CC=C(C=C1)CCCCN1N=CN=N1